C(\C=C/C(=O)Cl)(=O)Cl maleyl chloride